ClC=1NC(C=2C(N1)=NN(C2)C=2C(=NN(C2C)C(C)C)C)=O 6-chloro-2-(1-isopropyl-3,5-dimethyl-1H-pyrazol-4-yl)-2,5-dihydro-4H-pyrazolo[3,4-d]pyrimidin-4-one